BrC1=CC(=C(N)C=C1S(F)(F)(F)(F)F)[N+](=O)[O-] 4-bromo-2-nitro-5-(pentafluoro-sulfanyl)aniline